N=S1(CCC1)=O 1-imino-1λ6-thietan-1-one